2-((4-(((5-Cyclopropyl-3-(2,6-dichlorophenyl)isoxazol-4-yl)methoxy)methyl)bicyclo[2.2.2]octan-1-yl)methoxy)thiazol C1(CC1)C1=C(C(=NO1)C1=C(C=CC=C1Cl)Cl)COCC12CCC(CC1)(CC2)COC=2SC=CN2